OC[C@H](C1=CC=CC=C1)NC1=NC(=NC=C1C1=NC(=NO1)N1CCOCC1)NC1=CC=C2C(=N1)C(N(C2=O)CCC)(C)C (S)-2-((4-((2-hydroxy-1-phenylethyl)amino)-5-(3-morpholino-1,2,4-oxadiazol-5-yl)pyrimidin-2-yl)amino)-7,7-dimethyl-6-propyl-6,7-dihydro-5H-pyrrolo[3,4-b]pyridin-5-one